rac-methyl (4bR,6R,7S,7aR)-4b-hydroxy-4-methoxy-5-oxo-7-phenyl-7a-(4-(trifluoromethyl)phenyl)-4b,6,7,7a-tetrahydro-5H-cyclopenta[4,5]furo[2,3-c]pyridine-6-carboxylate O[C@@]12[C@@](OC=3C=NC=C(C31)OC)([C@@H]([C@H](C2=O)C(=O)OC)C2=CC=CC=C2)C2=CC=C(C=C2)C(F)(F)F |r|